2-(benzyloxy)-1-nitro-4-phenoxybenzene C(C1=CC=CC=C1)OC1=C(C=CC(=C1)OC1=CC=CC=C1)[N+](=O)[O-]